NC1=NC=CC=C1C1=NC2=C(N1C1=CC=C(C=C1)CO)C=C(C=C2)C2=NC=C(C=C2)F (4-(2-(2-aminopyridin-3-yl)-6-(5-fluoropyridin-2-yl)-1H-benzo[d]imidazol-1-yl)phenyl)methanol